CC1(OB(OC1(C)C)C1=C2C=CN(C2=CC=C1)C(=O)OC(C)(C)C)C tert-butyl 4-(4,4,5,5-tetramethyl-1,3,2-dioxaborolan-2-yl)-1H-indole-1-carboxylate